ClC=1C(=NC(=NC1)NC1CCC(CC1)C(=O)NC)C1=NC(=CC=C1)C1=CC=C(C=C1)F 4-((5-chloro-4-(6-(4-fluorophenyl)pyridin-2-yl)pyrimidin-2-yl)amino)-N-methylcyclohexane-1-carboxamide